1-aminomethyl-(tripropyloxysilane) NC[Si](OCCC)(OCCC)OCCC